decyl N,N'-adipoyl-bis(carbamate) C(CCCCC(=O)NC([O-])=O)(=O)NC(OCCCCCCCCCC)=O